FC=1C=C2C(=C3CN(C(C13)=O)[C@@H]1CNCCC1)OCC21CCN(CC1)CC1=CC(=CC=C1)C=1C=NN(C1)C (S)-3-(5-fluoro-1'-(3-(1-methyl-1H-pyrazol-4-yl)benzyl)-6-oxo-6,8-dihydro-2H,7H-spiro[furo[2,3-e]isoindole-3,4'-piperidin]-7-yl)piperidine